3,5-di-tert-butyl-4-hydroxy-phenyl-propionic acid isooctyl ester C(CCCCC(C)C)OC(C(C)C1=CC(=C(C(=C1)C(C)(C)C)O)C(C)(C)C)=O